6-(2-(3-bromo-6-chloro-9H-carbazol-1-yl)ethyl)-2-oxa-6-azaspiro[3.3]heptane BrC=1C=C(C=2NC3=CC=C(C=C3C2C1)Cl)CCN1CC2(COC2)C1